O(C1=CC=CC=C1)C1=CC=C(C=C1)N1N=C2C(NCCC2C2CNCC2)=C1C(=O)N 2-(4-phenoxyphenyl)-7-(pyrrolidin-3-yl)-4,5,6,7-tetrahydro-2H-pyrazolo[4,3-b]pyridine-3-carboxamide